6-(4-(5-oxo-2-(thiophen-3-yl)-5,6-dihydropyrimido[4,5-d]pyridazin-4-ylamino)phenyl)-6-azaspiro[2.5]octane-1-carboxylic acid O=C1C2=C(C=NN1)N=C(N=C2NC2=CC=C(C=C2)N2CCC1(CC1C(=O)O)CC2)C2=CSC=C2